Cl.O1[C@@H]2[C@@H](NCC1)CCC2 (4aS,7aS)-Octahydrocyclopenta[b][1,4]oxazine HCl